methyl (methoxycarbonyl)-D-tryptophanate COC(=O)N[C@H](CC1=CNC2=CC=CC=C12)C(=O)OC